5-ethynyl-4,6-difluoro-1-methyl-2-(trifluoromethyl)-1H-benzo[d]imidazole C(#C)C1=C(C2=C(N(C(=N2)C(F)(F)F)C)C=C1F)F